C(C)O[C@H]1[C@@H](OC2=CC(=CC(=C2C1=O)O)O)C1=CC(=C(C=C1)OC)O (trans)-3-ethoxy-5,7-dihydroxy-2-(3-hydroxy-4-methoxyphenyl)chroman-4-one